C12C(C3CC(CC(C1)C3)C2)CCCCCCNC(=O)NCC2=NN(C(=C2C)C2=CC=C(C=C2)Cl)C2=C(C=C(C=C2)Cl)Cl 1-(6-((1r,3r,5r,7r)-adamantan-2-yl)hexyl)-3-((5-(4-chloro-phenyl)-1-(2,4-dichlorophenyl)-4-methyl-1H-pyrazol-3-yl)-methyl)urea